Ethyl (E)-2-(hydroxyimino)-2-(phenylamino)acetate O\N=C(/C(=O)OCC)\NC1=CC=CC=C1